N-[2-(dimethylamino)ethyl]-1-[5-(pyridin-4-yl)-1H-pyrazole-3-carbonyl]piperidine-4-carboxamide CN(CCNC(=O)C1CCN(CC1)C(=O)C1=NNC(=C1)C1=CC=NC=C1)C